8-(4-chloro-2-fluoro-phenyl)-6-[3-(3-methoxyphenyl)-3-methyl-pyrrolidino]-2,3-dimethyl-pyrimido[5,4-d]pyrimidin-4-one ClC1=CC(=C(C=C1)C1=NC(=NC2=C1N=C(N(C2=O)C)C)N2CC(CC2)(C)C2=CC(=CC=C2)OC)F